2-methyl-2H-pyrazolo[3,4-b]pyridine-6-carbaldehyde CN1N=C2N=C(C=CC2=C1)C=O